C(C)N(C(C(O)C)=O)CC N,N-diethyllactamide